C(C)OC(N(O)C1=CC(=CC=C1)Cl)=O Ethyl-N-(3-Chlorophenyl)-N-Hydroxycarbamat